[O].[O].[Ga] gallium dioxygen